FC1(C(C2=C(C(=C=C=C12)OC=1C=C(C(=O)N)C=C(C1)F)C)O)F 3-(8,8-difluoro-7-hydroxy-5-methylbicyclo[4.2.0]oct-1,3,5-triene-2-enyloxy)-5-fluorobenzamide